3-(4-{2-[(4-{[6-(5-Chloro-2-Fluorophenyl)Pyridazin-4-yl]Amino}Quinolin-7-yl)Oxy]Ethyl}Piperazin-1-yl)Pentan-1,5-Diol ClC=1C=CC(=C(C1)C1=CC(=CN=N1)NC1=CC=NC2=CC(=CC=C12)OCCN1CCN(CC1)C(CCO)CCO)F